C1(=CC=CC2=CC=CC=C12)C1=CC=C(C[C@H](N)C(=O)O)C=C1 (4-(1-naphthyl))phenylalanine